3-hydroxy-methyl-2-hydroxypropionic acid OCC(C(=O)O)(O)C